(3R)-N-[4-methyl-3-(4,4,5,5-tetramethyl-1,3,2-dioxaborolan-2-yl)phenyl]3-(2,2,2-trifluoroethyl)cyclopentane-1-carboxamide CC1=C(C=C(C=C1)NC(=O)C1C[C@@H](CC1)CC(F)(F)F)B1OC(C(O1)(C)C)(C)C